NCCC(=O)N(C1=C(C=C(C=C1)C1=CC=C(C=N1)C(=O)NCC=1C=NC=CC1)C)C 6-[4-[3-Aminopropionyl-(methyl)amino]-3-methyl-phenyl]-N-(3-pyridylmethyl)pyridine-3-carboxamide